(S)-4-chloro-15-(chloromethyl)-8-ethyl-1,2,3,8,11,14-hexahydro-9H,12H-cyclopenta[f]pyrano[3',4':6,7]indolizino[1,2-b]quinoline-9,12-dione ClC1=C2C(=C3C(=C4C(=NC3=C1)C1=CC3=C(C(N1C4)=O)COC([C@H]3CC)=O)CCl)CCC2